2,6-dichlorobenzene ClC1=CC(=CC=C1)Cl